magnesium carboxystearate C(=O)(O)OC(CCCCCCCCCCCCCCCCC)=O.[Mg]